C(C1CO1)OC(C1C(C(=O)OCC2CO2)CC(CC1)C)=O 4-methylhexahydrophthalic acid-diglycidylester